(S)-(4-(difluoromethyl)-2-(pyridin-4-yl)oxazol-5-yl)(4-(7-fluorobenzo[d]oxazol-2-yl)-6,7-dihydro-1H-imidazo[4,5-c]pyridin-5(4H)-yl)methanone FC(C=1N=C(OC1C(=O)N1[C@@H](C2=C(CC1)NC=N2)C=2OC1=C(N2)C=CC=C1F)C1=CC=NC=C1)F